S(=O)(=O)(O)C1=CC(=CC2=C(C=CC=C12)S(=O)(=O)O)C(=O)O 4,8-disulfo-2-naphthoic acid